2-(2-(1,2,3,6-tetrahydropyridin-4-yl)pyrimidin-5-yl)oxazole N1CCC(=CC1)C1=NC=C(C=N1)C=1OC=CN1